NC(C(C1=CC=CC=C1)SC1=C(C(=C(C(=N1)N(CC(=O)N(CCO)CCO)C)C#N)CC)C#N)=O 2-((6-((2-amino-2-oxo-1-phenylethyl)thio)-3,5-dicyano-4-ethylpyridin-2-yl)(methyl)amino)-N,N-bis(2-hydroxyethyl)acetamide